6-((5-(decyloxy)-5-oxopentyl)(2-hydroxyethyl)amino)hexanoate C(CCCCCCCCC)OC(CCCCN(CCCCCC(=O)[O-])CCO)=O